8-(methylthio)-3-{[tri(prop-2-yl)silyl]oxy}naphthalene-1-ol CSC=1C=CC=C2C=C(C=C(C12)O)O[Si](C(C)C)(C(C)C)C(C)C